O1CC(C1)OC1=NC(=NC=C1C(F)(F)F)N[C@H]1C[C@H](CCC1)C1=NN=C2N1CCC[C@@H]2C(F)(F)F 4-(oxetan-3-yloxy)-5-(trifluoromethyl)-N-[(1R,3S)-3-[(8S)-8-(trifluoromethyl)-5,6,7,8-tetrahydro-[1,2,4]triazolo[4,3-a]pyridin-3-yl]cyclohexyl]pyrimidin-2-amine